(1R,3R,4R)-2-((3-chlorophenyl)glycyl)-5,5-difluoro-N-((S,Z)-4-fluoro-4-(methylsulfonyl)-1-((S)-2-oxopyrrolidin-3-yl)but-3-en-2-yl)-2-azabicyclo[2.2.2]octane-3-carboxamide ClC=1C=C(C=CC1)NCC(=O)N1[C@H]2CC([C@@H]([C@@H]1C(=O)N[C@@H](C[C@H]1C(NCC1)=O)\C=C(/S(=O)(=O)C)\F)CC2)(F)F